tert-butyl (1-(7-chloro-8-fluoro-2-((1-(hydroxymethyl)cyclopropyl)methoxy)pyrido[4,3-d]pyrimidin-4-yl)-3-methylpiperidin-3-yl)carboxylate ClC1=C(C=2N=C(N=C(C2C=N1)N1CC(CCC1)(C)C(=O)OC(C)(C)C)OCC1(CC1)CO)F